(R)-5-(5-methyl-1H-pyrazol-4-yl)-N-(4-(2-methyl-4-(methylsulfonyl)piperazin-1-yl)pyridin-2-yl)thiazolo[5,4-b]pyridin-2-amine CC1=C(C=NN1)C1=CC=C2C(=N1)SC(=N2)NC2=NC=CC(=C2)N2[C@@H](CN(CC2)S(=O)(=O)C)C